C(C1CO1)N(CC1CO1)CCC[Si](OC)(OC)OC 3-(N,N-diglycidyl)aminopropyl-trimethoxysilane